CN(C)C(=CC1=CC=CC=C1)C=O DiMethylAminoCinnamaldehyde